C(C)OC(C)O[C@@H]1C(C(CC=C1C)C)C (6R)-6-(1-ethoxyethoxy)-1,4,5-trimethyl-cyclohexene